(methyl) (2-propenyl) (2-propynyl) phosphate P(=O)(OC)(OCC=C)OCC#C